tert-butyl 6-(6-amino-2-fluoro-5-(7-fluoro-1-oxo-1,2,3,4-tetrahydroisoquinolin-6-yl)pyridin-3-yl)-3,4-dihydroisoquinoline-2(1H)-carboxylate NC1=C(C=C(C(=N1)F)C=1C=C2CCN(CC2=CC1)C(=O)OC(C)(C)C)C=1C=C2CCNC(C2=CC1F)=O